C[C@H]1CNC[C@H](O1)C (2S,6R)-2,6-dimethylmorpholin